C(C)(C)(C)OC(=O)N1CCC(CC1)NC(CCCCC[P+](C1=CC=CC=C1)(C1=CC=CC=C1)C1=CC=CC=C1)=O [6-[(1-tert-butoxycarbonyl-4-piperidyl)amino]-6-oxo-hexyl]-triphenyl-phosphonium